(S)-2-Hydroxy-4'-(3-(1-((1-methyl-1H-imidazol-2-yl)methyl)pyrrolidin-3-yl)-2-oxo-2,3-dihydro-1H-imidazo[4,5-b]pyridin-1-yl)-[1,1'-biphenyl]-4-carboxylic Acid OC1=C(C=CC(=C1)C(=O)O)C1=CC=C(C=C1)N1C(N(C2=NC=CC=C21)[C@@H]2CN(CC2)CC=2N(C=CN2)C)=O